C(C)(C)(C)OC(=O)N1CCN(CC1)CCC#CC1=NC(=C(C=C1)OCC1=CC=CC=C1)C(=O)OC 4-(4-(5-(benzyloxy)-6-(methoxycarbonyl)pyridin-2-yl)but-3-yn-1-yl)piperazine-1-carboxylic acid tert-butyl ester